(3-bromo-2-isocyanatophenyl)(phenyl)methanone BrC=1C(=C(C=CC1)C(=O)C1=CC=CC=C1)N=C=O